P(=O)(OC(C)(C)C)(OC(C)(C)C)OCN1N=C(N=C1N1C(C(CCC1)CC1=CC(=C(C=C1)Cl)F)=O)C1=CN=NC=C1C di-tert-butyl ((5-(3-(4-chloro-3-fluorobenzyl)-2-oxopiperidin-1-yl)-3-(5-methylpyridazin-4-yl)-1H-1,2,4-triazol-1-yl)methyl) phosphate